CC1C(C(CCC1)C(=O)[O-])C(=O)[O-].[Na+].[Na+] disodium 3-methylcyclohexane-1,2-dicarboxylic acid salt